(±)-3-((2-Chloro-4-(4-(3-chlorophenyl)-trans-2,3-dimethylpiperazine-1-carbonyl)phenyl)thio)-1,1,1-trifluoropropan-2-one ClC1=C(C=CC(=C1)C(=O)N1[C@H]([C@@H](N(CC1)C1=CC(=CC=C1)Cl)C)C)SCC(C(F)(F)F)=O |r|